5-benzyloxy-2-(4-cyclopropyl-6-methoxy-pyrimidin-5-yl)-4-[[4-[1-methyl-4-(trifluoromethyl)imidazol-2-yl]phenyl]methoxy]pyrimidine C(C1=CC=CC=C1)OC=1C(=NC(=NC1)C=1C(=NC=NC1OC)C1CC1)OCC1=CC=C(C=C1)C=1N(C=C(N1)C(F)(F)F)C